heptadecafluorooctyl-ethyl-triethoxySilane tert-butyl-4-{[5-(pentafluoro-λ6-sulfanyl)pyridin-2-yl]amino}piperidine-1-carboxylate C(C)(C)(C)OC(=O)N1CCC(CC1)NC1=NC=C(C=C1)S(F)(F)(F)(F)F.FC(C(C(C(C(C(C(F)(F)C(C)O[Si](OCC)(OCC)CC)(F)F)(F)F)(F)F)(F)F)(F)F)(C(F)(F)F)F